5-(1-methoxyvinyl)-4-oxo-1-[4-(trifluoromethoxy)phenyl]cinnoline-3-carboxylic acid methyl ester COC(=O)C1=NN(C2=CC=CC(=C2C1=O)C(=C)OC)C1=CC=C(C=C1)OC(F)(F)F